C(C)OC(=O)C=1C=C(C=C2C1N=C(S2)C[C@@H]([C@@H](C2=CC(=C(C(=C2)OC)C)OC)O[Si](C)(C)C(C)(C)C)OC2CCCC2)N(C)C 2-((2S,3R)-3-((tert-Butyldimethylsilyl)oxy)-2-(cyclopentyloxy)-3-(3,5-dimethoxy-4-methylphenyl)propyl)-6-(dimethylamino)benzo[d]thiazole-4-carboxylic acid ethyl ester